O=C1NC(CCC1N1C(N(C2=C1C=CC(=C2)CCCO[C@@H]2C[C@@H](N(C2)C(=O)OC(C)(C)C)C(=O)OCC2=CC=CC=C2)C)=O)=O O2-benzyl O1-tert-butyl (2R,4R)-4-[3-[1-(2,6-dioxo-3-piperidyl)-3-methyl-2-oxo-benzimidazol-5-yl]propoxy]pyrrolidine-1,2-dicarboxylate